C(#N)C=1C=NN2C1C(=CC(=C2)C=2C=NN(C2C)C2CCN(CC2)C(=O)OC)SC2=C(C=C(C=C2)F)C#N methyl 4-(4-(3-cyano-4-((2-cyano-4-fluorophenyl)thio)pyrazolo[1,5-a]pyridin-6-yl)-5-methyl-1H-pyrazol-1-yl)piperidine-1-carboxylate